Boc-L-methionine methyl ester COC([C@@H](NC(=O)OC(C)(C)C)CCSC)=O